NC1=NC=C(C2=C1C=NN2)NC(C(=O)N2[C@@H](CC[C@H](C2)C)C2CCCC2)=O |r| N-(4-amino-1H-pyrazolo[4,3-c]pyridin-7-yl)-2-(rac-(2S,5R)-2-cyclopentyl-5-methylpiperidin-1-yl)-2-oxoacetamide